C(#N)C1=CC(=CO1)[C@H]1N(OCC1)C(=O)OC(C)(C)C Tert-butyl (3S)-3-(5-cyano-3-furyl)isoxazolidine-2-carboxylate